pentoxystatine C(CCCC)ON[C@@H](CC(C)C)[C@@H](O)CC(O)=O